(2,5-dichloropyrimidin-4-yl)-2-fluorobenzoic acid methyl ester COC(C1=C(C(=CC=C1)C1=NC(=NC=C1Cl)Cl)F)=O